C1(CC1)N1C=NC2=C1C=C(C(=C2)C#C)F 1-cyclopropyl-5-ethynyl-6-fluoro-1H-benzo[d]imidazole